C(C)(C)C1=C(C=NC=C1)C1N(CCN(C1)CC1=CC=C(C=C1)OC)C1CC2(C1)CCN(CC2)C2=CC=C(C(=O)N)C=C2 4-(2-(2-(4-isopropylpyridin-3-yl)-4-(4-methoxybenzyl)piperazin-1-yl)-7-azaspiro[3.5]nonan-7-yl)benzamide